6-octenylmethyldiethoxysilane C(CCCCC=CC)[Si](OCC)(OCC)C